[Na].N1=C(C=CC=C1)N=NC1=C(C=C(O)C=C1)O 4-(2-pyridylazo)-resorcinol sodium salt